FC1(CCC(CC1)NC1=NC=C(C(=N1)N[C@H]1C[C@H](CCCC1)O)C(=O)N)F 2-(4,4-difluorocyclohexylamino)-4-((1R,3S)-3-hydroxycycloheptylamino)pyrimidine-5-carboxamide